ClC1=NC=C(C(=C1)C1=C(C=NC(=C1)C)C(=O)NC=1SC2=C(N1)CN(C2)C(=O)OC(C)(C)C)OC tert-butyl 2-(2'-Chloro-5'-methoxy-6-methyl-[4,4'-bipyridine]-3-carboxamido)-4,6-dihydro-5H-pyrrolo[3,4-d]thiazole-5-carboxylate